tert-Butyl-4-((3S,4S)-3,4-bis(((1S,2R)-2-phenylcyclopropyl)carbamoyl)pyrrolidine-1-carbonyl)benzoic acid C(C)(C)(C)C1=C(C(=O)O)C=CC(=C1)C(=O)N1C[C@H]([C@@H](C1)C(N[C@@H]1[C@H](C1)C1=CC=CC=C1)=O)C(N[C@@H]1[C@H](C1)C1=CC=CC=C1)=O